O1CC(C1)N1CCN(CC1)C(CC1=CC=C(C=C1)NC(OCC1=CC=C(C=C1)Cl)=O)=O 4-chlorobenzyl (4-(2-(4-(oxetan-3-yl)piperazin-1-yl)-2-oxoethyl)phenyl)carbamate